CC=1C=CC=C2N(CCN(C12)C(=O)OC(C)(C)C)C=1C(N2CC\C=C/CCN3N=CC(NC4=NC=C(C1)C2=N4)=C3)=O tert-butyl 8-methyl-4-[(9Z)-14-oxo-2,5,6,13,19,20-hexazatetracyclo[11.6.2.13,6.017,21]docosa-1(19),3(22),4,9,15,17,20-heptaen-15-yl]-2,3-dihydroquinoxaline-1-carboxylate